(S)-4-(methoxy(4-(5,6,7,8-tetrahydro-1,8-naphthyridin-2-yl)butyl)amino)-2-(quinazolin-4-ylamino)butanoic acid CON(CC[C@@H](C(=O)O)NC1=NC=NC2=CC=CC=C12)CCCCC1=NC=2NCCCC2C=C1